ClC(OC1=CC=C(C=C1)NC1=NC=CC=C1C=1OC(=NN1)CNC)(F)F N-(4-(chlorodifluoromethoxy)phenyl)-3-(5-((methylamino)methyl)-1,3,4-oxadiazol-2-yl)pyridin-2-amine